FC1=NN(C2=C(C(=CC=C12)OC)NS(=O)(=O)C=1C=NC(=CC1)N1N=CC(=C1)C(F)(F)F)C N-(3-FLUORO-6-METHOXY-1-METHYL-1H-INDAZOL-7-YL)-6-(4-(TRIFLUOROMETHYL)-1H-PYRAZOL-1-YL)PYRIDINE-3-SULFONAMIDE